FC1=CC(=C(C=C1)C1=CC=CC=C1)C1=NN=CN1C 4'-fluoro-2'-(4-methyl-4H-1,2,4-triazol-3-yl)-[1,1'-biphenyl]